N-(5-(2,6-difluoro-4-methoxyphenyl)-1-methyl-2-(6-(methylthio)-3-(trifluoromethyl)pyridin-2-yl)-3-oxo-2,3-dihydro-1H-pyrazol-4-yl)-4-(difluoromethoxy)benzamide FC1=C(C(=CC(=C1)OC)F)C1=C(C(N(N1C)C1=NC(=CC=C1C(F)(F)F)SC)=O)NC(C1=CC=C(C=C1)OC(F)F)=O